2-(((4-Cyano-7-(2-fluoro-4-isopropylphenyl)-2,3-dihydrobenzofuran-5-yl)amino)methyl)acrylic acid C(#N)C1=C(C=C(C2=C1CCO2)C2=C(C=C(C=C2)C(C)C)F)NCC(C(=O)O)=C